(S)-4-bromo-5-chloro-2-phenyl-2,3-dihydrobenzofuran-2-carboxamide BrC1=C(C=CC2=C1C[C@@](O2)(C(=O)N)C2=CC=CC=C2)Cl